COC(CC#N)=O Cyanoacetic acid methyl ester